4-(4-(5-(cyclopropyl((1S,5R)-2-fluoro-8-azabicyclo[3.2.1]octan-3-yl)amino)pyrazin-2-yl)-2-fluoro-5-hydroxyphenyl)-1-methylpyridin-2(1H)-one C1(CC1)N(C=1N=CC(=NC1)C1=CC(=C(C=C1O)C1=CC(N(C=C1)C)=O)F)C1C([C@@H]2CC[C@H](C1)N2)F